3-(5-(benzyloxy)-6-(1,3-dioxolan-2-yl)pyridin-2-yl)prop-2-yn-1-ol C(C1=CC=CC=C1)OC=1C=CC(=NC1C1OCCO1)C#CCO